6-(6-(((1S,3S)-3-((6-cyclopropyl-1,2,4-triazin-3-yl)amino)cyclopentyl)amino)pyridin-3-yl)-5,6-dihydro-7H-pyrrolo[3,4-b]pyridin-7-one C1(CC1)C1=CN=C(N=N1)N[C@@H]1C[C@H](CC1)NC1=CC=C(C=N1)N1C(C2=NC=CC=C2C1)=O